OC1=C(C(=CC(=C1CN(C(OCC(C)(C)C)=O)C)CCCCC)O)C1CCCC(=C1)C neopentyl ((2,6-dihydroxy-5'-methyl-4-pentyl-1',2',3',4'-tetrahydro-[1,1'-biphenyl]-3-yl)methyl)(methyl)carbamate